tert-butyl (5,7-difluoro-1,2,3,4-tetrahydronaphthalen-1-yl)carbamate FC1=C2CCCC(C2=CC(=C1)F)NC(OC(C)(C)C)=O